NC1=NN=C(S1)N1CCC(CC1)NC1=NN=C(S1)NC(CC1=CC=CC=C1)=O N-(5-((1-(5-amino-1,3,4-thiadiazol-2-yl)piperidine-4-yl)amino)-1,3,4-thiadiazol-2-yl)-2-phenylacetamide